C1(=CC=CC=C1)C(N1CC(C1)OC=1C=C(C=CC1)S(=O)(=O)N1CCC(CC1)NC1=NN2C=NC(=C(C2=N1)OC(C)C)C=1C=NN(C1)C(C)OCC)C1=CC=CC=C1 1-(3-{[1-(diphenylmethyl)azetidin-3-yl]oxy}benzenesulfonyl)-N-{7-[1-(1-ethoxyethyl)pyrazol-4-yl]-8-isopropoxy-[1,2,4]triazolo[1,5-c]pyrimidin-2-yl}piperidin-4-amine